OC1CN(CCC1)C1=NN(C=C1)C=1C=C2C(=NC1C1=CC=C(C#N)C=C1)CNC2=O 4-(3-(3-hydroxypiperidin-1-yl)-1H-pyrazol-1-yl-5-oxo-6,7-dihydro-5H-pyrrolo[3,4-b]pyridin-2-yl)benzonitrile